6-(benzyloxy)-4-{[1-(2-morpholino-2-oxoethyl)-1H-pyrazol-4-yl]methyl}-5-oxo-4,5-dihydrothieno[3,2-b]pyridine-7-carboxylic acid C(C1=CC=CC=C1)OC1=C(C2=C(N(C1=O)CC=1C=NN(C1)CC(=O)N1CCOCC1)C=CS2)C(=O)O